CC=1CCC(C(C1)C1=C(C=C(C=C1OCN(C(OC)=O)C1=CC=C(C=C1)[N+](=O)[O-])CCCCC)OCN(C(OC)=O)C1=CC=C(C=C1)[N+](=O)[O-])C(=C)C dimethyl (((5'-methyl-4-pentyl-2'-(prop-1-en-2-yl)-1',2',3',4'-tetrahydro-[1,1'-biphenyl]-2,6-diyl)bis(oxy))bis(methylene))bis((4-nitrophenyl)carbamate)